dimethyl ether-lithium salt [Li].COC